COC(=O)C=1C=C(C(=CC1OC)F)C1=CC(=C(C=C1)F)C(=O)N 3'-Aminocarbonyl-4',6-difluoro-4-methoxy-[1,1'-biphenyl]-3-carboxylic acid methyl ester